O1CCN(CC1)C1=CC2=C(C(C=3C(=CC4=C(OCO4)C3)OC2)=O)C=C1F 8-(morpholino)-9-fluoro[2]benzoxepino[3,4-f]-1,3-benzodioxol-11(6H)-one